N1CC(C1)OC1CCN(CC1)CC1=CC2=C(N(C(N2C)=O)C2C(NC(CC2)=O)=O)C=C1 3-(5-((4-(azetidin-3-yloxy)piperidin-1-yl)methyl)-3-methyl-2-oxo-2,3-dihydro-1H-benzo[d]imidazol-1-yl)piperidine-2,6-dione